4-(2-(2-benzylpyrrolidin-1-yl)-6-((4-methoxybenzyl)oxy)pyrimidin-4-yl)-2-(trifluoromethyl)morpholine C(C1=CC=CC=C1)C1N(CCC1)C1=NC(=CC(=N1)N1CC(OCC1)C(F)(F)F)OCC1=CC=C(C=C1)OC